C(C=C)OCC1CO1 1-(allyloxy)-2,3-propylene oxide